N-(((2S,3R)-1-cyclopropyl-4-(6-(6-(difluoromethyl)imidazo[1,2-b]pyridazin-3-yl)pyrimidin-4-yl)-3-methylpiperazin-2-yl)methyl)methanesulfonamide C1(CC1)N1[C@H]([C@H](N(CC1)C1=NC=NC(=C1)C1=CN=C2N1N=C(C=C2)C(F)F)C)CNS(=O)(=O)C